C(C)(C)(C)OC(=O)N[C@H](C)C1=CC=C2C=C(NC2=C1)C1=NC2=C(N1C)C=C(C(=C2)C(=O)OC(C)C)F isopropyl (R)-2-(6-(1-((tert-butoxycarbonyl)amino)ethyl)-1H-indol-2-yl)-6-fluoro-1-methyl-1H-benzo[d]imidazole-5-carboxylate